C(C)(C)[Si](OC(C)CC)(OC(C)CC)OC(C)CC i-propyl-tri-sec-butoxysilane